6-chloro-2-(2,6-dioxopiperidin-3-yl)-4-(piperazin-1-ylmethyl)isoindoline-1,3-dione ClC1=CC(=C2C(N(C(C2=C1)=O)C1C(NC(CC1)=O)=O)=O)CN1CCNCC1